O1CC=CC=C2C1=C1C(C=C2)=C2C=CC=CC2=C1 indeno-benzoxepin